C1(CC1)COC=1C=C(CNC=2C=NC=CC2C(=O)O)C=CC1 3-{[3-(cyclopropylmethoxy)benzyl]amino}pyridine-4-carboxylic acid